3-{4-[5-({1-[(3-fluoro-2-methylphenyl)methyl]piperidin-3-yl}methyl)-1,2,4-oxadiazol-3-yl]phenyl}-1-phenylurea FC=1C(=C(C=CC1)CN1CC(CCC1)CC1=NC(=NO1)C1=CC=C(C=C1)NC(NC1=CC=CC=C1)=O)C